COC1=C2CCC(=CC2=CC=C1)C1=CC=C(C=C1)C1=CC=CC=C1 4-(5-methoxy-3,4-dihydronaphthalen-2-yl)-1,1'-biphenyl